5-Chloro-N-(2-(6-(trifluoromethoxy)-1H-indol-3-yl)ethyl)thiazolo[5,4-d]pyrimidin-7-amine ClC=1N=C(C2=C(N1)SC=N2)NCCC2=CNC1=CC(=CC=C21)OC(F)(F)F